CCS(=O)(=O)O 2-ethane-sulfonic acid